CN1N=CC2=C(C1=O)C=NC(=C2)C2=CC=C(CCP(O)(O)=O)C=C2 (4-(3-methyl-4-oxo-3,4-dihydropyrido[3,4-d]pyridazin-7-yl)phenethyl)phosphonic acid